3-(8-(4-guanidinobenzoyloxy)imidazo[1,2-a]pyridin-5-yl)propanoic acid N(C(=N)N)C1=CC=C(C(=O)OC=2C=3N(C(=CC2)CCC(=O)O)C=CN3)C=C1